1-Palmitoyl-2-oleoyl-sn-glycero-3-phosphoglycerol CCCCCCCCCCCCCCCC(=O)OC[C@H](COP(=O)(O)OCC(CO)O)OC(=O)CCCCCCC/C=C\CCCCCCCC